CN1CCN(CC1)C1=CC=C(C=C1)C=1N=C2C(=NC1)NC=C2 2-(4-(4-methylpiperazin-1-yl)phenyl)-5H-pyrrolo[2,3-b]Pyrazine